4-oxo-5-(6-phenoxypyridin-3-yl)-4,5-dihydro-3H-1-thia-3,5,8-triazaAcenaphthene-2-carbonyl chloride O=C1NC2C(SC=3N=CC=C(N1C=1C=NC(=CC1)OC1=CC=CC=C1)C32)C(=O)Cl